[Si](C)(C)(C(C)(C)C)OC1=CC(=C(C=C1)\N=C(/N)\C1=C(C=2N(N=C1)C=C(C2)C2=CC=CC=C2)NC2CCCC2)CC (Z)-N'-(4-((tert-butyldimethylsilyl)oxy)-2-ethylphenyl)-4-(cyclopentylamino)-6-phenyl-pyrrolo[1,2-b]pyridazine-3-carboximidamide